2-Heptyl-benzimidazole C(CCCCCC)C=1NC2=C(N1)C=CC=C2